hexaphenylene diisocyanate [N-]=C=O.[N-]=C=O.C1=CC=CC=2C3=CC=CC=C3C3=CC=CC=C3C3=CC=CC=C3C3=CC=CC=C3C3=CC=CC=C3C12